propane-1,2,3-triyl tris(2-(2,4-dimethyl-1,3-dioxan-2-yl)acetate) CC1(OCCC(O1)C)CC(=O)OCC(COC(CC1(OCCC(O1)C)C)=O)OC(CC1(OCCC(O1)C)C)=O